C(C)(C)(C)P(C=1[C-](C=CC1)[C@@H](C)P(C1=C(C=CC=C1)C)C1=C(C=CC=C1)C)C(C)(C)C.[CH-]1C=CC=C1.[Fe+2] (R)-1-[(S)-2-(di-tert-butylphosphino)ferrocenyl]ethyl-di-(2-methylphenyl)phosphine